CC=1SC=C(N1)CC(=O)O 2-(2-methylthiazol-4-yl)acetic acid